C1(CC(CC(C1)(C)C(=O)O)(C)C(=O)O)(C)C(=O)O 1,3,5-mesitylenetricarboxylic acid